mono-1-methylethylarsine CC(C)[AsH2]